8-bromo-6-methyl-2-(methylsulfanyl)pyrido[3,4-d]pyrimidine BrC1=NC(=CC2=C1N=C(N=C2)SC)C